(3R)-3-[4-(4-{[2-(1-{1-[6-(2-hydroxyphenyl)pyridazin-4-yl]-4-phenylpiperidine-4-carbonyl}piperidin-4-yl)pyrrolidin-1-yl]methyl}piperidin-1-yl)phenyl]piperidine-2,6-dione OC1=C(C=CC=C1)C1=CC(=CN=N1)N1CCC(CC1)(C(=O)N1CCC(CC1)C1N(CCC1)CC1CCN(CC1)C1=CC=C(C=C1)[C@@H]1C(NC(CC1)=O)=O)C1=CC=CC=C1